nicotine 3,5-dihydroxybenzoate OC=1C=C(C(=O)O)C=C(C1)O.N1=CC=CC(=C1)C1N(C)CCC1